2-bromo-6-(cyclopropylmethyl)-6H-thieno[2,3-b]pyrrole-5-carbaldehyde BrC1=CC2=C(N(C(=C2)C=O)CC2CC2)S1